NC=1C=CC(=NC1)N1N=C(C(=C1)C1=CN=C(N1C)C(=O)NC1=CC(=C(C=C1)C(NCC1CCNCC1)=O)Cl)C(F)(F)F 5-[1-(5-amino-2-pyridinyl)-3-(trifluoromethyl)pyrazol-4-yl]-N-[3-chloro-4-(4-piperidinylmethylcarbamoyl)phenyl]-1-methyl-imidazole-2-carboxamide